COC=1C=C2SC3=NC(=CN3C2=CC1)C(=O)NC1=CC=NC=C1 10-methoxy-N-(pyridin-4-yl)-7-thia-2,5-diazatricyclo[6.4.0.02,6]dodeca-1(12),3,5,8,10-pentaene-4-carboxamide